N2-(6-(piperazin-1-yl)pyridin-3-yl)-8-(pyridin-2-yl)pyrido[3,4-d]pyrimidine-2,4-diamine N1(CCNCC1)C1=CC=C(C=N1)NC=1N=C(C2=C(N1)C(=NC=C2)C2=NC=CC=C2)N